(S)-1-(4-fluorophenyl)-N-(1-methylpiperidin-4-yl)-3,4-dihydroisoquinoline-2(1H)-carboxamide FC1=CC=C(C=C1)[C@@H]1N(CCC2=CC=CC=C12)C(=O)NC1CCN(CC1)C